2-(4-(2-((7-chloro-1H-benzo[d]imidazol-2-yl)amino)-2-oxoethyl)phenoxy)nicotinamide ClC1=CC=CC2=C1NC(=N2)NC(CC2=CC=C(OC1=C(C(=O)N)C=CC=N1)C=C2)=O